3-(3-cyano-4-fluorophenyl)-1-(8-fluoro-6-oxo-1,4,5,6-tetrahydro-2H-pyrano[3,4-c]isoquinolin-1-yl)-1-isobutyl-urea C(#N)C=1C=C(C=CC1F)NC(N(CC(C)C)C1COCC=2NC(C=3C=C(C=CC3C21)F)=O)=O